phenanthryl-benzene C1(=CC=CC=2C3=CC=CC=C3C=CC12)C1=CC=CC=C1